2-amino-5-(3-(2,6-difluorobenzamido)propoxy)-4-methoxybenzoic acid methyl ester COC(C1=C(C=C(C(=C1)OCCCNC(C1=C(C=CC=C1F)F)=O)OC)N)=O